(1R,3s,5S)-3-((8-isopropyl-2-(methylsulfonyl)pyrazolo[1,5-a][1,3,5]triazin-4-yl)amino)-8-azabicyclo[3.2.1]octane-8-carboxylic acid tert-butyl ester C(C)(C)(C)OC(=O)N1[C@H]2CC(C[C@@H]1CC2)NC2=NC(=NC=1N2N=CC1C(C)C)S(=O)(=O)C